N1=CC(=CC=C1)CN1N=C(C=C1)C=1C=C(C=CC1CN)C1=CC=CC=C1 (3-(1-(pyridin-3-ylmethyl)-1H-pyrazol-3-yl)-[1,1'-biphenyl]-4-yl)methanamine